NC([C@H](CCC(=O)OC(C)(C)C)N1C(C2=CC=C(C=C2C1)O[C@@H]1[C@H](CCCC1)N1CC(C1)C1=CC=CC=C1)=O)=O tert-butyl (S)-5-amino-5-oxo-4-(1-oxo-5-(((1S,2S)-2-(3-phenylazetidin-1-yl)cyclohexyl)oxy)isoindolin-2-yl)pentanoate